(R)-1-(1-(tert-butoxycarbonyl)pyrrolidin-3-yl)-6-fluoro-4-carbonyl-1,4-dihydroquinoline-2-carboxylic acid ethyl ester C(C)OC(=O)C=1N(C2=CC=C(C=C2C(C1)=C=O)F)[C@H]1CN(CC1)C(=O)OC(C)(C)C